F[C@H]1[C@@H]2CCC(C[C@H]1N(C=1N=CC(=NC1)C1=C(C=3N=CC=NC3C=C1)O)C)N2 6-(5-{[(1S,2S,3R)-2-fluoro-8-azabicyclo[3.2.1]octan-3-yl](methyl)amino}pyrazin-2-yl)quinoxalin-5-ol